N-(2-fluoro-3-(2-fluoro-5-(hydroxymethyl)benzofuran-7-yl)benzyl)-2-methylpropane-2-sulfinamide FC1=C(CNS(=O)C(C)(C)C)C=CC=C1C1=CC(=CC=2C=C(OC21)F)CO